C(C)(=O)O[C@@H]1C[C@H](O[C@H]1N1C2=NC(=NC=C2N(C1=O)CSC)N)COC(C)=O ((2S,4R,5R)-4-acetoxy-5-(2-amino-7-((methylthio)methyl)-8-oxo-7,8-dihydro-9H-purin-9-yl)tetrahydrofuran-2-yl)methylacetat